1-(5-bromo-2-chloro-4-nitro-phenyl)-4-methyl-piperazine BrC=1C(=CC(=C(C1)N1CCN(CC1)C)Cl)[N+](=O)[O-]